N,N'-dimethyl-4,4-bipyridine dichloride [Cl-].[Cl-].CN1C=CC(C=C1)=C1C=CN(C=C1)C